C(C1=CC=CC=C1)(=O)NC(NCC1=C(C=C(C=C1)Cl)C1N(CCC1)C(=O)OC(C)(C)C)=S 3-benzoyl-1-(2-(1-(tert-butoxycarbonyl)pyrrolidin-2-yl)-4-chlorobenzyl)thiourea